3,5-diisocyanatopyridine N(=C=O)C=1C=NC=C(C1)N=C=O